7-(3-bromophenyl)dibenzo[c,h]acridine BrC=1C=C(C=CC1)C1=C2C=CC3=C(C2=NC=2C4=C(C=CC12)C=CC=C4)C=CC=C3